N-((2-(6-((cis)-2,6-dimethylmorpholino)pyridin-2-yl)-1,6-naphthyridin-7-yl)methyl)-3-(1-methoxyethyl)-4-methylbenzamide C[C@@H]1O[C@@H](CN(C1)C1=CC=CC(=N1)C1=NC2=CC(=NC=C2C=C1)CNC(C1=CC(=C(C=C1)C)C(C)OC)=O)C